2-(3-((2-((6-cyanopyridin-2-yl)amino)-5-propionylpyridin-4-yl)amino)-2-methoxyphenyl)-N,N-dimethylpyrimidine-5-carboxamide C(#N)C1=CC=CC(=N1)NC1=NC=C(C(=C1)NC=1C(=C(C=CC1)C1=NC=C(C=N1)C(=O)N(C)C)OC)C(CC)=O